CC1=CC(=NN1C1=CC=C(C=C1)OC(F)(F)F)N1CCNCC1 1-[5-methyl-1-[4-(trifluoro-methoxy)phenyl]pyrazol-3-yl]piperazine